5-bromo-2-(2,3-dichlorophenyl)-3-((4-methoxybenzyl)oxy)pyrazine tert-butyl-3-(3-amino-5-chloro-2-fluorophenoxy)-2-methyl-6-nitrobenzoate C(C)(C)(C)OC(C1=C(C(=CC=C1[N+](=O)[O-])OC1=C(C(=CC(=C1)Cl)N)F)C)=O.BrC=1N=C(C(=NC1)C1=C(C(=CC=C1)Cl)Cl)OCC1=CC=C(C=C1)OC